NC1=CC(=C(C=C1)COC1=C(C=C(C=C1)C1C=2C(NC(C1)=O)=NNC2)OC)C(F)(F)F (-)-4-(4-{[4-amino-2-(trifluoromethyl)phenyl]methoxy}-3-methoxyphenyl)-2H,4H,5H,6H,7H-pyrazolo[3,4-b]pyridin-6-one